ClC=1C=C(NC2=NC=C(C=N2)C2=CN=CC(=N2)N[C@@H]2CN(CC2)C(=O)OC(C)(C)C)C=CC1 tert-butyl (3S)-3-[[6-[2-(3-chloroanilino) pyrimidin-5-yl]pyrazin-2-yl]amino]pyrrolidine-1-carboxylate